(1R,5S)-3-(2-(((2S,4R)-4-methoxy-1-methylpyrrolidin-2-yl)methoxy)-5,6,7,8-tetrahydropyrido[3,4-d]pyrimidin-4-yl)-3,8-diazabicyclo[3.2.1]octane-8-carboxylic acid tert-butyl ester C(C)(C)(C)OC(=O)N1[C@H]2CN(C[C@@H]1CC2)C=2C1=C(N=C(N2)OC[C@H]2N(C[C@@H](C2)OC)C)CNCC1